FC=1C(=C(C=CC1F)[C@H]1CO[C@]([C@H]1C)(C(F)(F)F)C)O (2R,3S,4S,5R)-3-(3,4-difluoro-2-hydroxyphenyl)-4,5-dimethyl-5-(trifluoromethyl)tetrahydrofuran